6-bromo-7-chloro-1H-benzo[d][1,2,3]triazole BrC=1C=CC2=C(NN=N2)C1Cl